6,7-Dimethoxyquinolin COC=1C=C2C=CC=NC2=CC1OC